5-Fluoro-6-(4-(6-methoxy-4-methyl-2,3-dioxo-3,4-dihydroquinoxalin-1(2H)-yl)piperidine-1-yl)nicotinonitrile FC=1C(=NC=C(C#N)C1)N1CCC(CC1)N1C(C(N(C2=CC(=CC=C12)OC)C)=O)=O